O[C@@H](C)C=1N(C=CN1)CC1=NOC(=C1)C1=CC=C(C=C1)C#CC=1C=CC(=NC1)CN1CC(NCC1)=O (S)-4-((5-((4-(3-((2-(1-hydroxyethyl)-1H-imidazol-1-yl)methyl)isoxazol-5-yl)phenyl)ethynyl)pyridin-2-yl)methyl)piperazin-2-one